4-[2-(2,4-difluorophenyl)-6-methyl-1-(4-methylbenzenesulfonyl)-7-oxopyrrolo[2,3-c]pyridin-4-yl]-5-(1,3-dihydro-2-benzofuran-4-yl)-1-methylpyridin-2-one FC1=C(C=CC(=C1)F)C1=CC2=C(C(N(C=C2C2=CC(N(C=C2C2=CC=CC=3COCC32)C)=O)C)=O)N1S(=O)(=O)C1=CC=C(C=C1)C